O=C(C(=O)NCCCCCC(=O)NC1=CC=CC=C1)C 6-(2-oxopropanamido)-N-phenylhexanamide